methyl (2S)-1-[2-(1H-indol-3-yl) ethyl]-2-methylpyrrolidine-2-carboxylate N1C=C(C2=CC=CC=C12)CCN1[C@@](CCC1)(C(=O)OC)C